4-dimethylaminopiperidin CN(C1CCNCC1)C